4-[4-[4-[[3-[4-(difluoromethoxy)phenyl]imidazo[1,2-a]pyrazin-8-yl]amino]-2-methylbenzoyl]piperazine-1-carbonyl]piperidine-4-carbonitrile FC(OC1=CC=C(C=C1)C1=CN=C2N1C=CN=C2NC2=CC(=C(C(=O)N1CCN(CC1)C(=O)C1(CCNCC1)C#N)C=C2)C)F